5-(4-chlorophenyl)-3-methyl-triazole-4-carboxylic acid ethyl ester C(C)OC(=O)C=1N(N=NC1C1=CC=C(C=C1)Cl)C